N-[4-amino-1-methoxy-2-oxo-6-(trifluoromethyl)-3-pyridyl]-5-(1-cyanocyclopropyl)-3-ethylsulfanyl-N-methyl-pyridine-2-carboxamide NC1=C(C(N(C(=C1)C(F)(F)F)OC)=O)N(C(=O)C1=NC=C(C=C1SCC)C1(CC1)C#N)C